1-(5-(4,4,5,5-Tetramethyl-1,3,2-dioxaborolan-2-yl)-3,6-dihydropyridin-1(2H)-yl)-3-(thiazol-2-yl)propan-1-one CC1(OB(OC1(C)C)C1=CCCN(C1)C(CCC=1SC=CN1)=O)C